ClC1=CC=2N(C(NC(C2N1)=O)=S)CCOC(C)C 6-chloro-1-(2-isopropoxyethyl)-2-thioxo-1,2,3,5-tetrahydro-pyrrolo[3,2-d]pyrimidin-4-one